1-(3-((5-Cyclopropyl-2-((2-methyl-1,2,3,4-tetrahydroisoquinolin-7-yl)amino)pyrimidin-4-yl)amino)propyl)piperidin-2-one C1(CC1)C=1C(=NC(=NC1)NC1=CC=C2CCN(CC2=C1)C)NCCCN1C(CCCC1)=O